tert-butyl (Z)-(2-((4-(4-bromophenyl)-5-oxo-4,5-dihydro-1H-1,2,4-triazol-1-yl)methyl)-3-fluoroallyl)carbamate BrC1=CC=C(C=C1)N1C=NN(C1=O)C\C(\CNC(OC(C)(C)C)=O)=C/F